FC=1C=C2C=CC(=CC2=CC1)OCC(=O)O 2-((6-Fluoronaphthalen-2-yl)oxy)acetic acid